sodium (D)-glycinate NCC(=O)[O-].[Na+]